C(C)S(=O)(=O)N1C=CC2=C(C=C(C=C12)F)C1=C(C(=C2NC(C=3N(C2=C1C)C(=NN3)C)(C)C)F)F 8-[1-(ethylsulfonyl)-6-fluoro-1H-indol-4-yl]-6,7-difluoro-1,4,4,9-tetramethyl-5H-[1,2,4]triazolo[4,3-a]quinoxaline